5-(4-(Hexyloxy)-1,2,5-thiadiazol-3-yl)-1-methyl-1-(1-(propionyloxy)dodecyl)-1,2,3,6-tetrahydropyridin-1-ium iodide [I-].C(CCCCC)OC=1C(=NSN1)C1=CCC[N+](C1)(C(CCCCCCCCCCC)OC(CC)=O)C